C1(CC1)C[C@@H](CNS(=O)(=O)C1=CC=C(C=C1)[N+](=O)[O-])N(C([C@@H](CC(=O)OC(C1=C(C=CC=C1)Cl)(C1=CC=CC=C1)C1=CC=CC=C1)C)=O)C (2-Chlorotrityl) (R)-4-(((S)-1-cyclopropyl-3-((4-nitrophenyl)sulfonamido)propan-2-yl)(methyl)amino)-3-methyl-4-oxobutanoate